[Sn].BrCCN(CCBr)[SiH](N(CCBr)CCBr)N(CCBr)CCBr tris(bis(2-bromoethyl)amino)silane tin